COCC1(CC=CN=C1)OC 5-methoxymethyl-5-methoxypyridine